6-Fluoro-9-methyl-β-carbolin FC=1C=C2C=3C=CN=CC3N(C2=CC1)C